3-(3-bromo-5-hydroxy-benzylideneamino)-1-hydroxy-4-(4-hydroxy-phenyl)butan-2-one BrC=1C=C(C=NC(C(CO)=O)CC2=CC=C(C=C2)O)C=C(C1)O